N-[3-[(1R)-1-[[7-methoxy-2-methyl-6-(1-oxothian-4-yl)quinazolin-4-yl]amino]ethyl]-5-(trifluoromethyl)phenyl]acetamide COC1=C(C=C2C(=NC(=NC2=C1)C)N[C@H](C)C=1C=C(C=C(C1)C(F)(F)F)NC(C)=O)C1CCS(CC1)=O